(1H-tetrazol-5-yl)benzofuran N1N=NN=C1C=1OC2=C(C1)C=CC=C2